trans-4-(tert-butyldimethylsilyloxy)cyclohexanol [Si](C)(C)(C(C)(C)C)O[C@@H]1CC[C@H](CC1)O